COC(C1CCN(CC1)C1=CC(=C(C(=O)NC2C(NC(CC2)=O)=O)C=C1)F)OC 4-(4-(dimethoxymethyl)piperidin-1-yl)-N-(2,6-dioxopiperidin-3-yl)-2-fluorobenzamide